FC(OC=1C=CC(=C(C(=O)NC2=CN=CC3=CC=CC=C23)C1)[N+](=O)[O-])F 5-(difluoromethoxy)-N-(isoquinolin-4-yl)-2-nitrobenzamide